CNC[C@H]1N(CCC1)C (S)-N-methyl-1-(1-methylpyrrolidin-2-yl)methylamine